(R)-6-bromo-3-(1-methyl-1H-pyrazol-4-yl)-5-(piperidin-3-yl)pyrazolo[1,5-a]pyrimidin-7-amine BrC=1C(=NC=2N(C1N)N=CC2C=2C=NN(C2)C)[C@H]2CNCCC2